4-((3-(6,6-dimethyl-2-oxo-1,3-oxazinan-3-yl)propyl)amino)-2-((3-methyl-1-(8-methyl-8-azabicyclo[3.2.1]octan-3-yl)-1H-pyrazol-4-yl)amino)pyrimidine-5-carbonitrile CC1(CCN(C(O1)=O)CCCNC1=NC(=NC=C1C#N)NC=1C(=NN(C1)C1CC2CCC(C1)N2C)C)C